N-lauryl-N,N-dimethyl-amine oxide C(CCCCCCCCCCC)[N+](C)(C)[O-]